3-[4-[(5-phenyltriazol-1-yl)methyl]phenyl]-5-(trifluoromethyl)-1,2,4-oxadiazole C1(=CC=CC=C1)C1=CN=NN1CC1=CC=C(C=C1)C1=NOC(=N1)C(F)(F)F